[Sn]=O.[Ni].[Ag] silver-nickel tin oxide